ClC=1C=C(C=CC1F)NC(N(C)C1COCC=2NC(C=3C(=C(C=CC3C21)F)F)=O)=O 3-(3-Chloro-4-fluorophenyl)-1-(7,8-difluoro-6-oxo-1,4,5,6-tetrahydro-2H-pyrano[3,4-c]isoquinolin-1-yl)-1-methylurea